C(#C)C1=CC=C(C=C1)NC(=S)NC1=CC=C(C=C1)[N+](=O)[O-] 1-(4-ethynylphenyl)-3-(4-nitrophenyl)thiourea